ClC1=C(C=C(C=C1)Cl)C(CCC(=O)O)=O 4-(2,5-dichloro-phenyl)-4-oxo-butyric acid